2-(3,4-dihydro-2H-pyrrolo[3',2':5,6]pyrido[2,3-b][1,4]oxazepin-1(7H)-yl)-N-((4-(((2s,5r)-5-methoxytetrahydro-2H-pyran-2-yl)methoxy)-3-nitrophenyl)sulfonyl)benzamide N1(C2=C(OCCC1)N=C1C(=C2)C=CN1)C1=C(C(=O)NS(=O)(=O)C2=CC(=C(C=C2)OC[C@H]2OC[C@@H](CC2)OC)[N+](=O)[O-])C=CC=C1